tert-butyl 3-(cyanomethyl)-3-(4-(2-(5-methylthiophen-2-yl)-6-(benzenesulfonyl)imidazo[4,5-d]pyrrolo[2,3-b]pyridin-1(6H)-yl)-1H-pyrazol-1-yl)azetidine-1-carboxylate C(#N)CC1(CN(C1)C(=O)OC(C)(C)C)N1N=CC(=C1)N1C(=NC=2C1=C1C(=NC2)N(C=C1)S(=O)(=O)C1=CC=CC=C1)C=1SC(=CC1)C